5-((tert-butoxycarbonyl)amino)-2-chloroisonicotinate C(C)(C)(C)OC(=O)NC1=CN=C(C=C1C(=O)[O-])Cl